OC(=O)C(F)(F)F.FC1=CC=C(C=C1)C1=CC(=C(C=N1)CN)N1CCCC1 (6-(4-fluorophenyl)-4-(pyrrolidin-1-yl)pyridin-3-yl)methanamine TFA salt